O=C1NC(CCC1N1C(C2=CC=CC(=C2C1)SCCCCCCCCNC(CCN1CCOCC1)=O)=O)=O N-(8-((2-(2,6-dioxopiperidin-3-yl)-1-oxoisoindolin-4-yl)thio)octyl)-3-morpholinopropanamide